CC1(OC2=CC=C(C=C2CC1)S(=O)(=O)N1CCC2(CC(CO2)NC[C@@H](COC=2C=C(C=CC2)S(=O)(=O)NC)O)CC1)C 3-((2S)-3-(8-(2,2-dimethylchroman-6-ylsulfonyl)-1-oxa-8-azaspiro[4.5]decan-3-ylamino)-2-hydroxypropoxy)-N-methylbenzenesulfonamide